FC1=C(C=CC(=C1)N1CCN(CC1)C)C=1C2=C(NN1)CN(C2)C#N 3-(2-Fluoro-4-(4-methylpiperazin-1-yl)phenyl)-4,6-dihydro-pyrrolo[3,4-c]pyrazole-5(1H)-carbonitrile